tert-butyl N-[2-(6-chloro-1-oxo-3H-pyrrolo[3,4-c]pyridin-2-yl)ethyl]carbamate ClC1=CC2=C(C=N1)CN(C2=O)CCNC(OC(C)(C)C)=O